N1=C(N=CC2=C1N1C(C=C2)=NN=C1)N [1,2,4]triazolo[4',3':1,6]pyrido[2,3-d]pyrimidin-2-amine